C1=CC=C(C(=C1)CBr)C#N o-cyanobenzyl bromide